O-(2-hydroxyisobutyl)-3-O-ethyl-ascorbic acid OC(COC=1C(=O)O[C@@H](C1OCC)[C@@H](O)CO)(C)C